ClC(C(C)(F)F)F 1-chloro-1,2,2-trifluoropropane